(S)-(5-((3-dihydroxyboryl-5-bromo-N-(5,6-diamino-6-oxohexyl)benzamido)methyl)-2-fluorophenyl)boronic acid OB(C=1C=C(C(=O)N(CCCC[C@@H](C(=O)N)N)CC=2C=CC(=C(C2)B(O)O)F)C=C(C1)Br)O